C(C)(C)(C)N1N=CC(=C1F)C(=O)NC1=C(C=C(C(=C1)C=1C=C(C=2N(C1)C(=C(N2)C)F)N2CCOCC2)C)F 1-(tert-butyl)-5-fluoro-N-(2-fluoro-5-(3-fluoro-2-methyl-8-morpholinylimidazo[1,2-a]pyridin-6-yl)-4-methylphenyl)-1H-pyrazole-4-carboxamide